diethyl-2-(1,1,1-trifluoro-2-propyl)-2-methylsuccinate C(C)OC(C(CC(=O)OCC)(C)C(C(F)(F)F)C)=O